C(CC)NC(=O)N1CC2(CC2C1)C#CC1=NC=CC=C1 N-propyl-1-(pyridin-2-ylethynyl)-3-azabicyclo[3.1.0]hexane-3-carboxamide